NC=1OC2=CC(=C(C=C2C(C1C=O)=O)C)C 2-AMINO-3-FORMYL-6,7-DIMETHYLCHROMONE